tert-butyl 4-hydroxy-4-(piperazin-1-ylmethyl)piperidine-1-carboxylate OC1(CCN(CC1)C(=O)OC(C)(C)C)CN1CCNCC1